C(#C)C1=CC=C(CNC(=O)[C@H]2N(C[C@@H](C2)O)C([C@H](C(C)(C)C)NC(=O)C2CCN(CC2)C(=O)OC(C)(C)C)=O)C=C1 Tert-butyl 4-(((S)-1-((2S,4R)-2-((4-ethynylbenzyl)carbamoyl)-4-hydroxypyrrolidin-1-yl)-3,3-dimethyl-1-oxobutan-2-yl)carbamoyl)piperidine-1-carboxylate